2-(2-methoxypyridin-4-yl)-1H-naphthalen COC1=NC=CC(=C1)C1CC2=CC=CC=C2C=C1